4-(3,6-difluoro-2-methylphenyl)-5-(4-{2-[2-(2-hydroxyethoxy)ethoxy]ethyl}benzoyl)-1H-pyrrole-3-carboxylic acid FC=1C(=C(C(=CC1)F)C=1C(=CNC1C(C1=CC=C(C=C1)CCOCCOCCO)=O)C(=O)O)C